benzyl (4S)-3-tert-butoxycarbonyl-2,2-dioxo-1,2,3-oxathiazinane-4-carboxylate C(C)(C)(C)OC(=O)N1S(OCC[C@H]1C(=O)OCC1=CC=CC=C1)(=O)=O